2-(6-chloro-4-((4-(methylamino)-5-(trifluoromethyl)pyrimidin-2-yl)amino)-1H-indazol-1-yl)acetonitrile ClC1=CC(=C2C=NN(C2=C1)CC#N)NC1=NC=C(C(=N1)NC)C(F)(F)F